ClC1=CC2=C(N=C3N2C(=CC=C3)C3=CC=CC=C3)C=C1 8-chloro-1-phenylbenzo[4,5]imidazo[1,2-a]pyridine